NCCN(\N=N\N(C)CCN)C (E)-1,4-bis(2-aminoethyl)-1,4-dimethyltetrazene